BrC1=C2C=CC(=CC2=CC=C1F)OS(=O)(=O)C1=CC=C(C=C1)C.OC=1C=C(C=CC1)S(=O)(=O)CC(=O)N 2-((3-hydroxyphenyl)sulfonyl)acetamide 5-bromo-6-fluoronaphthalen-2-yl-4-methylbenzenesulfonate